The molecule is a monomethoxyflavone that is sideroxylin in which the methyl group at position 8 is replaced by a hydrogen. It has been found in Hydrastis canadensis and Eucalyptus species. It has a role as a plant metabolite. It is a dihydroxyflavone and a monomethoxyflavone. It derives from a sideroxylin. CC1=C(C=C2C(=C1O)C(=O)C=C(O2)C3=CC=C(C=C3)O)OC